N,N,4-trimethyl-1-(4-methyl-2-(5-(tetrahydro-2H-pyran-4-yl)furan-2-carboxamido)phenyl)piperidine-4-carboxamide CN(C(=O)C1(CCN(CC1)C1=C(C=C(C=C1)C)NC(=O)C=1OC(=CC1)C1CCOCC1)C)C